FC(CN1C(C2=CC=C(C=C2CC1)O)C1=CC=C(C=C1)C=CC(=O)O)(C)C 3-(4-(2-(2-fluoro-2-methylpropyl)-6-hydroxy-1,2,3,4-tetrahydroisoquinolin-1-yl)phenyl)acrylic acid